catecholamine Oxide C1(O)=C(O)C(=CC=C1)[NH2]=O